5-(4-methylthiazol-5-yl)-2-(((((2-(trimethylsilyl)ethoxy)carbonyl)amino)methyl)phenoxy)piperidine-1-carboxylate CC=1N=CSC1C1CCC(N(C1)C(=O)[O-])OC1=C(C=CC=C1)CNC(=O)OCC[Si](C)(C)C